ClC=1C=C(CN2C[C@@H](CC2)O)C=CC1C=1N(C2=NC=NC(=C2N1)OC1(CC1)C)CC1=NC=CC(=C1)C (R)-1-(3-chloro-4-(6-(1-methylcyclopropoxy)-9-((4-methylpyridin-2-yl)methyl)-9H-purin-8-yl)benzyl)pyrrolidin-3-ol